FC(C1=CN(NC=C1)COCC[Si](C)(C)C)(F)F 4-(trifluoromethyl)-2-((2-(trimethylsilyl)ethoxy)methyl)pyridazin